(1R,2S)-cis-1-amino-2-indanol t-butyl-(1-(6-(trifluoromethyl)pyridin-2-yl)piperidin-4-yl)carbamate C(C)(C)(C)N(C(=O)O[C@@H]1[C@@H](C2=CC=CC=C2C1)N)C1CCN(CC1)C1=NC(=CC=C1)C(F)(F)F